COC(C1=C(C=C(C=C1F)OCC1CCN(CC1)C(C)=O)NC(CC1CCCC1)=O)=O 4-[(1-acetylpiperidin-4-yl)methoxy]-2-(2-cyclopentylacetylamino)-6-fluorobenzoic acid methyl ester